2,4,6-tris(4-aminophenyl)-s-triazine NC1=CC=C(C=C1)C1=NC(=NC(=N1)C1=CC=C(C=C1)N)C1=CC=C(C=C1)N